CC1=C(C=NC=C1)C1CN(C1)C(=O)[C@@H]1CC[C@H]2N1C([C@H](CCCC2)NC(=O)C2=CC1=C(S2)C=CC=C1)=O 2-(((3S,6S,10aS)-3-(3-(4-methylpyridin-3-yl)azetidine-1-carbonyl)-5-oxodecahydropyrrolo[1,2-a]azocin-6-yl)carbamoyl)benzo[b]thiophen